FC1([C@@H](C1)C(=O)N1[C@@H](C2=C(CC1)NC=N2)C2=NN1C(C(=CC=C1)C)=C2)F ((S)-2,2-difluorocyclopropyl)((S)-4-(4-methylpyrazolo[1,5-a]pyridin-2-yl)-1,4,6,7-tetrahydro-5H-imidazo[4,5-c]pyridin-5-yl)methanone